diphosphine iron palladium dichloride [Pd](Cl)Cl.[Fe].P.P